α-phenylethanol C1(=CC=CC=C1)C(C)O